N-((3R,4S)-4-((6-(2,6-difluoro-3,5-dimethoxyphenyl)pyrido[3,4-d]pyrimidin-2-yl)amino)tetrahydrofuran-3-yl)acrylamide FC1=C(C(=C(C=C1OC)OC)F)C1=CC2=C(N=C(N=C2)N[C@H]2[C@H](COC2)NC(C=C)=O)C=N1